3H-1,2,4-dithiazole S1SCN=C1